6-chloro-N-[(4-fluorophenyl)methyl]-1-methyl-3-propyl-1H-pyrazolo[3,4-d]pyrimidin-4-amine ClC1=NC(=C2C(=N1)N(N=C2CCC)C)NCC2=CC=C(C=C2)F